C(OC=1C(=NC=CC1OC)C(N[C@H](C(=O)N[C@H](C(C1=CC(=C(C=C1)OC)OC)C1=CC(=C(C=C1)OC)OC)C)[C@H](CC)C)=O)(OCC)=O 2-(((2S,3S)-1-(((S)-1,1-bis(3,4-dimethoxyphenyl)propan-2-yl)amino)-3-methyl-1-oxopentan-2-yl)carbamoyl)-4-methoxypyridin-3-yl ethyl carbonate